1-(5-(2,6-difluorobenzyl)-1-methyl-1H-pyrrol-2-yl)-3-(2,6-difluorophenyl)-2-phenylpropan-1-one FC1=C(CC2=CC=C(N2C)C(C(CC2=C(C=CC=C2F)F)C2=CC=CC=C2)=O)C(=CC=C1)F